cyclohexanone diallylacetal C(C=C)OC1(CCCCC1)OCC=C